(4-[1-(2-hydroxyethyl)piperidin-4-yl]-3-methylphenylamino)pyrimidine-5-carbonitrile OCCN1CCC(CC1)C1=C(C=C(C=C1)NC1=NC=C(C=N1)C#N)C